2-(4-methyltetrahydro-2H-pyran-4-yl)-6-[4-nitro-3-(prop-2-yl)-1H-pyrazol-1-yl]-2-azaspiro[3.3]heptane CC1(CCOCC1)N1CC2(C1)CC(C2)N2N=C(C(=C2)[N+](=O)[O-])C(C)C